platinum-ruthenium oxide [Ru]=O.[Pt]